(1-(4-(cyclobutylmethyl)-5-(5-ethyl-4H-1,2,4-triazol-3-yl)-2-methylbenzoyl)piperidin-4-yl)benzonitrile C1(CCC1)CC1=CC(=C(C(=O)N2CCC(CC2)C2=C(C#N)C=CC=C2)C=C1C1=NN=C(N1)CC)C